ClC1=CC2=C(N(C(N=C2N2[C@H](CN([C@@H](C2)C)C(C=C)=O)C)=O)C=2C(=NC=CC2C)C(C)C)N=C1CCC (M)-6-chloro-4-[(2S,5R)-2,5-dimethyl-4-prop-2-enoyl-piperazin-1-yl]-1-(2-isopropyl-4-methyl-3-pyridyl)-7-propyl-pyrido[2,3-d]pyrimidin-2-one